N-((R)-1-(4-(8-((but-3-en-1-yloxy)methyl)imidazo[1,2-a]pyrazin-6-yl)-5-methoxypyridin-2-yl)ethyl)-N-ethyl-2-methylpropane-2-sulfinamide C(CC=C)OCC=1C=2N(C=C(N1)C1=CC(=NC=C1OC)[C@@H](C)N(S(=O)C(C)(C)C)CC)C=CN2